N-[4-(5-thiocyano-2,4-dinitro-phenylazo)-phenyl]-amine S(C#N)C=1C(=CC(=C(C1)N=NC1=CC=C(C=C1)N)[N+](=O)[O-])[N+](=O)[O-]